NCC(=O)NNC(=O)[C@@H]1CC[C@H](CC1)C(F)(F)C1=CC(=NC(=C1)N1CCN(CC1)S(=O)(=O)C1=CC=C(C=C1)N1C(C[C@H](C1)N)=O)Cl Trans-N'-(2-aminoacetyl)-4-[[2-chloro-6-[4-[4-[(4R)-4-amino-2-oxo-pyrrolidin-1-yl]phenyl]sulfonylpiperazin-1-yl]-4-pyridyl]-difluoro-methyl]cyclohexanecarbohydrazide